methyl 2-methyl-4-(4-oxocyclohexyl)indazole-7-carboxylate CN1N=C2C(=CC=C(C2=C1)C1CCC(CC1)=O)C(=O)OC